N-[(6-Amino-2-pyridyl)sulfonyl]-6-[6-(2-isopropoxyethoxy)-4-methyl-2-pyridyl]-2-[(4S)-2,2,4-trimethylpyrrolidin-1-yl]pyridin-3-carboxamid NC1=CC=CC(=N1)S(=O)(=O)NC(=O)C=1C(=NC(=CC1)C1=NC(=CC(=C1)C)OCCOC(C)C)N1C(C[C@@H](C1)C)(C)C